2-[(2-methyl-3,4-dihydro-1H-isoquinolin-6-yl)amino]-4-[[6-(2-oxooxazolidin-3-yl)-2-pyridyl]amino]pyrimidine-5-carbonitrile CN1CC2=CC=C(C=C2CC1)NC1=NC=C(C(=N1)NC1=NC(=CC=C1)N1C(OCC1)=O)C#N